C(C)(C)N1N=CC(=C1)C=1C=C(C=CC1)N(C(=O)[C@@H]1CC[C@H](CC1)CNC(OC(C)C)=O)C[C@@H]1CC[C@H](CC1)C1=CC(=C(C=C1)OC)C Isopropyl (((trans)-4-((3-(1-isopropyl-1H-pyrazol-4-yl)phenyl)(((trans)-4-(4-methoxy-3-methylphenyl)cyclohexyl)methyl)carbamoyl) cyclohexyl)methyl)carbamate